NC=1C=CC(=C(C1)[C@H](C)N[S@@](=O)C(C)(C)C)F (S)-N-((S)-1-(5-amino-2-fluorophenyl)ethyl)-2-methylpropane-2-sulfinamide